C(CCCCCCCC)C1=C(O)C=CC=C1O n-Nonyl-Resorcinol